C(C)C(COC(CCSC=1C=CC=C2C(=CN(C12)COCC[Si](C)(C)C)C1=NC(=NC=C1C=C)N[C@@H]1CN(CCC1)C(=O)OC(C)(C)C)=O)CCCC Tert-butyl (3S)-3-[[4-[7-[3-(2-ethylhexoxy)-3-oxo-propyl]sulfanyl-1-(2-trimethylsilylethoxymethyl) indol-3-yl]-5-vinyl-pyrimidin-2-yl]amino]piperidine-1-carboxylate